C(CCCCCCC)(=O)O.OCC(O)CO.OCC(O)CO.OCC(O)CO.OCC(O)CO.OCC(O)CO pentaglycerol monocaprylate